((S)-4-acryloyl-5-methyl-1-oxa-4,9-diazaspiro[5.5]undec-9-carbonyl)-N-methyl-L-valine methyl ester COC([C@@H](N(C)C(=O)N1CCC2([C@@H](N(CCO2)C(C=C)=O)C)CC1)C(C)C)=O